2,2'-azobis(2,3-dimethylbutane) N(=NC(C)(C(C)C)C)C(C)(C(C)C)C